2-(4-methoxyisoxazol-3-yl)-2-methylpropanoic acid COC=1C(=NOC1)C(C(=O)O)(C)C